COC1=CC(=C(C=C1)NC(C)=O)C(=C)C1=CC=CC=C1 N-(4-methoxy-2-(1-phenylvinyl)phenyl)acetamide